BrC1=CC(=C(C=C1)C1=CC=C(O1)C=C1C(C2=CC=CC=C2C1)=O)[N+](=O)[O-] 2-[[5-(4-Bromo-2-nitrophenyl)-2-furanyl]methylene]-2,3-dihydro-1H-inden-1-one